S1C(=NC2=C1C=CC=C2)COCC2=C(N)C=C(C=C2)C 2-((benzo[d]thiazol-2-ylmethoxy)methyl)-5-methylaniline